(±)-2-((4-methoxystyryl)oxy)propanoic acid (Z)-hex-3-en-1-yl ester C(C\C=C/CC)OC([C@@H](C)OC=CC1=CC=C(C=C1)OC)=O |r|